C(#N)C1=C(C=CC(=C1)F)N1CC2(C1)CC(C2)OC=2C=CC(=NC2C(=O)NCC2=CC(=NC=C2)CO)C=2C(=NC=CC2)OCC 5-{[2-(2-cyano-4-fluorophenyl)-2-azaspiro[3.3]heptan-6-yl]oxy}-2'-ethoxy-N-{[2-(hydroxymethyl)pyridin-4-yl]methyl}-[2,3'-bipyridine]-6-carboxamide